6-[4-[acetyl(cyclopropylmethyl)amino]-3-chloro-phenyl]-N-(pyrazin-2-ylmethyl)pyridine-3-carboxamide C(C)(=O)N(C1=C(C=C(C=C1)C1=CC=C(C=N1)C(=O)NCC1=NC=CN=C1)Cl)CC1CC1